5-Chloro-N4-(3-[N-(1-methylethyl)sulfamoyl]phenyl)-N2-[4-(4-methylpiperazin-1-yl)phenyl]pyrimidine-2,4-diamine ClC=1C(=NC(=NC1)NC1=CC=C(C=C1)N1CCN(CC1)C)NC1=CC(=CC=C1)S(NC(C)C)(=O)=O